COC=1C=C2C(=CN1)N(C=C2)C(=O)OC(C)(C)C tert-butyl 5-methoxy-1H-pyrrolo[2,3-c]pyridine-1-carboxylate